COCCNC(=O)C1=CC2=C(N(C(=N2)NC=2SC3=C(N2)C=CC(=C3)OC(F)(F)F)C)C=C1F 6-Fluoro-1-methyl-2-(6-trifluoromethoxy-benzothiazol-2-ylamino)-1H-benzoimidazole-5-carboxylic acid (2-methoxy-ethyl)-amide